nicotinamide-2,4,5,6-d4 C(C=1C(=NC(=C(C1[2H])[2H])[2H])[2H])(=O)N